P(=S)(O)(O)OC[C@@H]1[C@H](C[C@@H](O1)N1C=NC=2C(N)=NC=NC12)O deoxyadenosine 5'-monothiophosphate